C(C)(C)(C)N1N=CC(=C1)C=1C=C(C=CC1)N(C(=O)[C@@H]1CC[C@H](CC1)C(=O)O)CC12CCC(CC1)(CC2)C2=CC(=C(C=C2)OC)C trans-4-((3-(1-(tert-Butyl)-1H-pyrazol-4-yl)phenyl)((4-(4-methoxy-3-methylphenyl)bicyclo[2.2.2]octan-1-yl)methyl)carbamoyl)cyclohexanecarboxylic acid